((1r,4r)-4-(((2-((2-(1-(Cyclopropylsulfonyl)-1H-pyrazol-4-yl)pyrimidin-4-yl)amino)-5-((1-(cyclopropylsulfonyl)piperidin-4-yl)ethynyl)pyridin-4-yl)amino)methyl)cyclohexyl)methanol C1(CC1)S(=O)(=O)N1N=CC(=C1)C1=NC=CC(=N1)NC1=NC=C(C(=C1)NCC1CCC(CC1)CO)C#CC1CCN(CC1)S(=O)(=O)C1CC1